benzyl (1R,5S)-8-azaspiro[bicyclo[3.2.1]octane-3,1'-cyclopropane]-8-carboxylate C12(CC1)C[C@H]1CC[C@@H](C2)N1C(=O)OCC1=CC=CC=C1